3-((2-(((2-(Trifluoromethyl)pyridin-4-yl)thio)methyl)-1H-benzo[d]imidazol-5-yl)amino)benzamide FC(C1=NC=CC(=C1)SCC1=NC2=C(N1)C=CC(=C2)NC=2C=C(C(=O)N)C=CC2)(F)F